(4-(3-(2-((2-bromo-4-fluorophenyl)amino)-5-(trifluoromethyl)-benzoylamino)-6-methoxypyridin-2-yl)butyl)-carbamic acid tert-butyl ester C(C)(C)(C)OC(NCCCCC1=NC(=CC=C1NC(C1=C(C=CC(=C1)C(F)(F)F)NC1=C(C=C(C=C1)F)Br)=O)OC)=O